6-(hexyloxy)-1,3-diisopropylimidazo[1,2-a]pyridin-1-ium hydrogen carbonate C(O)([O-])=O.C(CCCCC)OC=1C=CC=2N(C1)C(=C[N+]2C(C)C)C(C)C